C(CC)[SiH](OC(C)C)OC(C)C propyl-diisopropyl-oxysilane